C(C)N(CCNC(=S)NC=1C=C2C=CC(=NC2=CC1)N1CCN(CC1)CC(F)(F)F)CC 1-(2-(diethylamino)ethyl)-3-(2-(4-(2,2,2-trifluoroethyl)piperazin-1-yl)quinolin-6-yl)thiourea